C1C(=CC2=CC=CC=C12)C1=C(NC2=CC=CC=C2)C=CC(=C1)C 2-(1H-inden-2-yl)-4-methyl-N-phenylaniline